3-methoxy-N-(1-methoxy-2-methylpropane-2-yl)benzamide COC=1C=C(C(=O)NC(COC)(C)C)C=CC1